(S)-9-bromo-4-(but-3-en-1-yl)-8-chloro-10-fluoro-5-methyl-2-(methylsulfonyl)-5,6-dihydro-4H-[1,4]oxazepino[5,6,7-de]quinazoline BrC=1C(=C2C=3C(=NC(=NC3C1F)S(=O)(=O)C)N([C@H](CO2)C)CCC=C)Cl